COC1=CC=CC2=C1C(=NO2)NS(=O)(=O)C2=C(C=CC=C2)COC N-(4-methoxybenzo[d]isoxazol-3-yl)-2-(methoxymethyl)benzene-sulfonamide